C(C1=CC=CC=C1)N(CC1=CC=CC(=N1)C(=O)OC)CC1=CC=CC(=N1)C(=O)OC Dimethyl 6,6'-((benzylazanediyl)bis(methylene))dipicolinate